4-(5-((1R,3s,5S,6r)-3-(2,2-Dioxido-2-thia-6-azaspiro[3.4]octan-6-yl)bicyclo[3.1.0]hexan-6-yl)-1-isopropyl-1H-pyrazol-3-yl)cyclohexanone O=S1(CC2(C1)CN(CC2)C2C[C@H]1C([C@H]1C2)C2=CC(=NN2C(C)C)C2CCC(CC2)=O)=O